5-amino-2-methyl-N-(2-{octahydropyrrolo[2,3-c]pyrrol-1-yl}-5,6,7,8-tetrahydroquinolin-6-yl)thieno[2,3-d]pyrimidine-6-carboxamide NC1=C(SC=2N=C(N=CC21)C)C(=O)NC2CC=1C=CC(=NC1CC2)N2CCC1C2CNC1